CN(C/C=C/C(=O)N1CC(CC1)N1N=C(C2=CC=CC=C12)C1=CC=C(C=C1)C(F)(F)F)C (E)-4-(dimethylamino)-1-(3-(3-(4-(trifluoromethyl)phenyl)-1H-indazol-1-yl)pyrrolidin-1-yl)but-2-en-1-one